CC1=NOC(=C1C=1C=C2C(=NC(=NC2=CC1)C(=O)NCC1=CN=CN1C)N1[C@H](COCC1)C1=CC=CC=C1)C (S)-6-(3,5-dimethyl-isoxazol-4-yl)-N-((1-methyl-1H-imidazol-5-yl)methyl)-4-(3-phenylmorpholino)quinazoline-2-carboxamide